C(C)(C)(C)OC(=O)N(C1=CC(=NC=2N1N=CC2C2CC2)NC[C@@H]2[C@H](CN(CC2)C(=O)OC(C)(C)C)O)CC2=C(C=C(C=C2)C2=NC=CC=C2)F tert-butyl (3R,4R)-4-(((7-((tert-butoxycarbonyl)(2-fluoro-4-(pyridin-2-yl)benzyl)amino)-3-cyclopropylpyrazolo[1,5-a]pyrimidin-5-yl)amino)methyl)-3-hydroxypiperidine-1-carboxylate